2-amino-2-(1,2-dimethyl-6-oxo-pyrimidin-4-yl)acetamide NC(C(=O)N)C=1N=C(N(C(C1)=O)C)C